C1=CC=C(C=C1)[Si](C2=CC=CC=C2)(C3=CC=CC=C3)O The molecule is an organosilanol in which silicon is bonded to a single hydroxy function and to three phenyl groups. It derives from a hydride of a silanol.